COC=1C=C(C=CC1)C1=NOC(=C1)N1C([C@@H]2N(CCN(C2)C#N)CC1)=O (R)-8-(3-(3-methoxyphenyl)isoxazol-5-yl)-9-oxooctahydro-2H-pyrazino[1,2-a]pyrazine-2-carbonitrile